[1-(4-Bromo-phenyl)-ethyl]{1-[3-(4-chloro-phenyl)-adamantan-1-yl]-ethyl}-amine BrC1=CC=C(C=C1)C(C)NC(C)C12CC3(CC(CC(C1)C3)C2)C2=CC=C(C=C2)Cl